ClC=1C=CC2=C(C=NN(B2O)C(=O)C=2SC=CC2OC)C1 (6-chloro-1-hydroxy-2,3,1-benzodiazaborinin-2-yl)-(3-methoxy-2-thienyl)methanone